FC(C=1C=CC(=C(C1)NC(=O)N1CC(CC1)(C1=NC=NS1)C1=CC(=C(C=C1)C)F)OC1CN(C1)C(=O)N1CCC(CC1)(F)F)F N-(5-(difluoromethyl)-2-((1-(4,4-difluoropiperidine-1-carbonyl)azetidin-3-yl)oxy)phenyl)-3-(3-fluoro-4-methylphenyl)-3-(1,2,4-thiadiazol-5-yl)pyrrolidine-1-carboxamide